C(C)(C)(C)OC(=O)N1CC=2N(CC1)C=NC2 5,6-dihydroimidazo[1,5-a]pyrazine-7(8H)-carboxylic acid tert-butyl ester